(1S,2S)-2-((R)-5H-imidazo[5,1-a]isoindol-5-yl)-1-methylcyclobutan-1-ol C=1N=CN2C1C1=CC=CC=C1[C@H]2[C@H]2[C@](CC2)(O)C